4-(1-chloro-4-methylpyrido[3,4-d]pyridazin-7-yl)piperidine-1-carboxylic acid tert-butyl ester C(C)(C)(C)OC(=O)N1CCC(CC1)C1=CC=2C(=C(N=NC2Cl)C)C=N1